BrC1=NNC2=C(N=C(C=C21)C(F)(F)F)C(C)=O 1-[3-bromo-5-(trifluoromethyl)-1H-pyrazolo[3,4-c]pyridin-7-yl]ethan-1-one